(2R)-2-[6-(5-chloro-2-{[(2S)-1-hydroxypropan-2-yl]amino}pyrimidin-4-yl)-1-oxo-2,3-dihydro-1H-isoindol-2-yl]-N-[(1R)-1-[6-(dimethylamino)pyridin-2-yl]ethyl]propanamide ClC=1C(=NC(=NC1)N[C@H](CO)C)C1=CC=C2CN(C(C2=C1)=O)[C@@H](C(=O)N[C@H](C)C1=NC(=CC=C1)N(C)C)C